1,6-dimethyl-1,4,4a,9a-tetrahydromethanoanthraquinone CC12C(=CCC3C(C4=CC(=CC=C4C(C13)=O)C)=O)C2